The molecule is a dicarboxylic acid obtained by substitution of one of the methylene hydrogens of malonic acid by an ethyl group. It has a role as a human metabolite. It derives from a malonic acid. It is a conjugate acid of an ethylmalonate and an ethylmalonate(2-). CCC(C(=O)O)C(=O)O